N'-stearyl-ethylenediamine C(CCCCCCCCCCCCCCCCC)NCCN